FC(C1CN(C1)C=1N=CC(=NC1)CC1CC2(CN(C2)C(=O)OC(C)(C)C)C1)(F)F tert-butyl 6-[[5-[3-(trifluoromethyl) azetidin-1-yl] pyrazin-2-yl] methyl]-2-azaspiro[3.3]heptane-2-carboxylate